COCCN1CCN(CC1)C1=CC(=NC=C1)NC=1SC2=NC(=CC=C2N1)C1=CC=NC=C1 N-(4-(4-(2-methoxyethyl)piperazin-1-yl)pyridin-2-yl)-5-(pyridin-4-yl)thiazolo[5,4-b]pyridin-2-amine